COC1=CC=C(CNC(CSC=2NC=C(N2)C(=O)O)=O)C=C1 2-((2-((4-methoxybenzyl)amino)-2-oxoethyl)thio)-1H-imidazole-4-carboxylic acid